(quinolin-5-yl)benzamide N1=CC=CC2=C(C=CC=C12)C1=C(C(=O)N)C=CC=C1